4-ethyl-1,2,4-triazol-3-amine C(C)N1C(=NN=C1)N